(1-oxo-1,2,3,4-tetrahydronaphthalene-2-yl) phosphonate P(OC1C(C2=CC=CC=C2CC1)=O)([O-])=O